ClC(C(C(C(C(C(C(=O)OOC(C(C(C(C(C(C(CCC(F)(F)F)(Cl)Cl)(Cl)Cl)(F)Cl)(F)F)(F)F)(F)F)=O)(F)F)(F)F)(F)F)(F)Cl)(Cl)Cl)(CCC(F)(F)F)Cl di(pentachlorodecafluorodecanoyl) peroxide